C(C)(C)(C)OC(=O)N1CCC(CC1)N1CCC(CC1)N1N=C2C=C(C=CC2=C1)Br.NC=1C=C(CN2C(C3=CC=CC=C3C2CC2=NC=CC=C2Br)=O)C=CC1[N+](=O)[O-] 2-(3-amino-4-nitrobenzyl)-3-((3-bromopyridin-2-yl)methyl)isoindolin-1-one tert-butyl-4-(6-bromo-2H-indazol-2-yl)-[1,4'-bipiperidine]-1'-carboxylate